3-(4-{4-[4-chloro-3-(trifluoromethyl)phenyl]piperazine-1-sulfonyl}phenyl)-1-(pyridin-3-ylmethyl)urea ClC1=C(C=C(C=C1)N1CCN(CC1)S(=O)(=O)C1=CC=C(C=C1)NC(NCC=1C=NC=CC1)=O)C(F)(F)F